OC1=C2CN(C(C2=CC=C1)=O)C1C(NC(CC1)=O)=O 3-(4-hydroxy-1-oxo-isoindolin-2-yl)piperidine-2,6-dione